2'-hydroxy-3-biphenylcarboxylic acid OC1=C(C=CC=C1)C1=CC(=CC=C1)C(=O)O